BrC1=C(C(=CC=C1)C#N)N(C(=O)OC(C)(C)C)C(=O)OC(C)(C)C di-tert-butyl (2-bromo-6-cyanophenyl)-2-imidodicarbonate